2-Ethylamino-4-isopropylamino-6-methylthio-1,3,5-triazine C(C)NC1=NC(=NC(=N1)NC(C)C)SC